C(C)OC([C@H](CC(C)(C)F)N[C@H](C(F)(F)F)C=1C=CC2=C(OC3=C2C=C(C=C3)C(=O)N3CCN(CC3)C(C)(C)C)C1)=O.CC(CC=1NC3=C(N1)C=CC=C3)=C 2-methyl-allylbenzimidazole Ethyl-(S)-2-(((S)-1-(8-(4-(tert-butyl)piperazine-1-carbonyl)dibenzo[b,d]furan-3-yl)-2,2,2-trifluoroethyl)amino)-4-fluoro-4-methylvalerate